4-((3-((cyclopentyloxy)methyl)-4-(2,6-dimethoxypyridin-4-yl)phenyl)amino)tetrahydro-2H-pyran-4-carboxylic acid C1(CCCC1)OCC=1C=C(C=CC1C1=CC(=NC(=C1)OC)OC)NC1(CCOCC1)C(=O)O